2-chloro-N-(3-chlorobenzyl)-7-(3,5-dimethylisoxazol-4-yl)quinazolin-4-amine ClC1=NC2=CC(=CC=C2C(=N1)NCC1=CC(=CC=C1)Cl)C=1C(=NOC1C)C